N-((2-(2,6-dioxopiperidin-3-yl)-1-oxoisoindolin-5-yl)methyl)-2,2-difluoro-2-(3-fluoro-4-isopropoxyphenyl)acetamide O=C1NC(CCC1N1C(C2=CC=C(C=C2C1)CNC(C(C1=CC(=C(C=C1)OC(C)C)F)(F)F)=O)=O)=O